2-((4-(3-((4-cyano-2-fluorobenzyl)oxy)-1H-pyrazol-1-yl)piperidin-1-yl)methyl)-1-((1-(fluoromethyl)cyclopropyl)methyl)-1H-benzo[d]imidazole-6-carboxylic acid C(#N)C1=CC(=C(COC2=NN(C=C2)C2CCN(CC2)CC2=NC3=C(N2CC2(CC2)CF)C=C(C=C3)C(=O)O)C=C1)F